2-butylheptyl acrylate C(C=C)(=O)OCC(CCCCC)CCCC